ClC1=CC=C(C=C1)C=1C(=NC(=NC1)C=1C=NC=CC1)NCCC1N(CCCC1)C (4-chlorophenyl)-N-(2-(1-methylpiperidin-2-yl)ethyl)-2-(pyridin-3-yl)pyrimidin-4-amine